N-ethyl-heptadecafluoro-N-[3-(trimethoxysilyl)propyl]octanesulfonamide C(C)N(S(=O)(=O)C(C(C(C(C(C(C(C(F)(F)F)(F)F)(F)F)(F)F)(F)F)(F)F)(F)F)(F)F)CCC[Si](OC)(OC)OC